CC1=C(C=C(C=C1)NC(OC(C)(C)C)=O)OC1=NC=C(C=C1)[N+](=O)[O-] Tert-butyl (4-methyl-3-((5-nitropyridin-2-yl)oxy)phenyl)carbamate